FC=1C=CC2=C(C(N(CC=3N2C=NC3C(=O)OCC)CCOCCOCCOCCOCCOCCOCC#C)=O)C1 ethyl 8-fluoro-5-(3,6,9,12,15,18-hexaoxahenicos-20-yn-1-yl)-6-oxo-5,6-dihydro-4H-benzo[f]imidazo[1,5-a][1,4]diazepine-3-carboxylate